[4-Bromo-1-(tetrahydro-pyran-2-yl)-1H-pyrazol-3-yl]-(2-cyclopropyl-benzyl)-amine BrC=1C(=NN(C1)C1OCCCC1)NCC1=C(C=CC=C1)C1CC1